C(C)OC(C1=C(C=C(C(=O)OCC)C(=C1)Br)C1=CC(N(C(=C1)C)CC1=CC=CC=C1)=O)=O 2-(1-Benzyl-6-methyl-2-oxo-1,2-dihydropyridin-4-yl)-5-bromoterephthalic acid diethyl ester